CSC(CN1C(CCCC1)C=1NC(=CN1)C1=CC=C(C=C1)OC(F)(F)F)C 2-(methylthio)-1-(2-(5-(4-(trifluoromethoxy)phenyl)-1H-imidazol-2-yl)piperidin-1-yl)propan